9-[4-(2-phenylethynyl)phenyl]-1,6-diazabicyclo[6.2.0]decane-6-carboxamide C1(=CC=CC=C1)C#CC1=CC=C(C=C1)C1C2CN(CCCCN2C1)C(=O)N